ClC=1C(=C2C=NNC2=C(C1F)C(C1COCCC1)O)C=1N=CC=2N(C1)C=C(N2)NC(=O)[C@H]2[C@H](C2)F (1S,2S)-N-(6-(5-chloro-6-fluoro-7-(hydroxy(tetrahydro-2H-pyran-3-yl)methyl)-1H-indazol-4-yl)imidazo[1,2-a]pyrazin-2-yl)-2-fluorocyclopropane-1-carboxamide